2-(2,4-dimethylphenylthio)bromobenzene CC1=C(C=CC(=C1)C)SC1=C(C=CC=C1)Br